C(C)N(CC(=O)O)C1CN(C2=CC=CC=C2C1)C1=CC=C(C=C1)C(F)(F)F.C(C1=CC=CC=C1)C1=CN=C(S1)NC(C1=CC=C(C=C1)CC=1C=C2C(N(C(C2=CC1)=O)C1C(NC(CC1)=O)=O)=O)=O N-(5-benzylthiazol-2-yl)-4-((2-(2,6-dioxopiperidin-3-yl)-1,3-dioxoisoindolin-5-yl)methyl)benzamide ethyl-(1-(4-(trifluoromethyl)phenyl)-1,2,3,4-tetrahydroquinolin-3-yl)glycinate